C(C)(=O)OCCN(CCOC(C)=O)C1=C(C=C(C(=C1)OC)C=O)OC [(4-formyl-2,5-dimethoxyphenyl)imino]diethane-2,1-diyl Diacetate